1-[3-[4-[3-[2-[2-[2-[2-[4-(6-Methyl-1,2,4,5-tetrazin-3-yl)phenoxy]ethoxy]ethoxy]ethoxy]ethoxy]propanoyl]piperazin-1-yl]propyl]pyrrole-2,5-dione CC1=NN=C(N=N1)C1=CC=C(OCCOCCOCCOCCOCCC(=O)N2CCN(CC2)CCCN2C(C=CC2=O)=O)C=C1